(S)-2-(1-(3-chloro-5-fluorophenyl)-1H-pyrazol-4-yl)-N-(5-cyclopropyl-1H-pyrazol-3-yl)propanamide ClC=1C=C(C=C(C1)F)N1N=CC(=C1)[C@@H](C(=O)NC1=NNC(=C1)C1CC1)C